CN(CC(=O)N(C)C1=CC(=C(C=C1)NC=1N=CC2=C(N1)N(C(C=C2C#C[Si](C(C)C)(C(C)C)C(C)C)=O)C2=CC=CC=C2)OC)C 2-(dimethylamino)-N-(3-methoxy-4-((7-oxo-8-phenyl-5-((triisopropylsilyl)ethynyl)-7,8-dihydropyrido[2,3-d]pyrimidin-2-yl)amino)phenyl)-N-methylacetamide